bis-(2-fluoro-4-chlorophenyl) diselenide FC1=C(C=CC(=C1)Cl)[Se][Se]C1=C(C=C(C=C1)Cl)F